ClC=1C(=CC=C2N=CC(=NC12)C=1C=NN(C1)C1CC2CCC(C1)N2C(=O)OC(C)(C)C)OC=2C=CC1=C(N(C(=N1)C)COCC[Si](C)(C)C)C2 tert-Butyl 3-(4-(8-chloro-7-((2-methyl-1-((2-(trimethylsilyl)ethoxy)methyl)-1H-benzo[d]imidazol-6-yl)oxy)quinoxalin-2-yl)-1H-pyrazol-1-yl)-8-azabicyclo[3.2.1]octane-8-carboxylate